(R)-3-oxo-4-phenyl-3,4,5,6-tetrahydropyrrolo[1,2-c][1,2,3]oxadiazol-7-ium O=C1C2=[N+](NO1)CC[C@@H]2C2=CC=CC=C2